CC1=C(C=CC(=C1)C)S(=O)(=O)C=1N=NN2C1NC(C1=CC=C(C=C21)N2CC1(C2)CC(C1)C(=O)O)=O 2-[3-(2,4-Dimethyl-benzenesulfonyl)-5-oxo-4,5-dihydro-[1,2,3]triazolo[1,5-a]quinazolin-8-yl]-2-aza-spiro[3.3]heptane-6-carboxylic acid